(3-(4-fluorophenyl)isoxazol-5-yl)methyl methanesulfonate CS(=O)(=O)OCC1=CC(=NO1)C1=CC=C(C=C1)F